FC1=CC(C(C=C1)C(C#N)CC)(C)C 4-fluoro-2,2-dimethylphenylbutyronitrile